1-(3-(5-(aminomethyl)-1-methyl-1H-pyrazol-3-yl)benzyl)-3-((2-(trimethylsilyl)ethoxy)methyl)dihydropyrimidine-2,4(1H,3H)-dione NCC1=CC(=NN1C)C=1C=C(CN2C(N(C(CC2)=O)COCC[Si](C)(C)C)=O)C=CC1